2-(3-acetyl-6-amino-1H-indol-1-yl)-N-(2-((3-chloro-2-fluorophenylmethyl)amino)-2-oxoethyl)-N-cyclopropylacetamide C(C)(=O)C1=CN(C2=CC(=CC=C12)N)CC(=O)N(C1CC1)CC(=O)NCC1=C(C(=CC=C1)Cl)F